NC1=CC=C(C=C1)NCCC[C@@H](C(=O)OC)NC(C1=CC=C(C=C1)N(C=O)CC=1N=C2C(=NC(=NC2=NC1)N)N)=O Methyl (S)-5-((4-aminophenyl)amino)-2-(4-(N-((2,4-diaminopteridin-6-yl)methyl)formamido)-benzamido)pentanoate